C1(=CC=CC=C1)S(=O)(=O)O.FC=1C=CC=C2CCO[C@H](C12)CNC (R)-1-(8-fluoroisochroman-1-yl)-N-methyl-methylamine benzenesulfonate